CN1N=C2C=CC(=CC2=C1)C=1C=NC(=NC1)NC1C[C@@H]2[C@@H](CN(C2)CC2CCOCC2)C1 (3aR,5s,6aS)-N-(5-(2-methyl-2H-indazol-5-yl)pyrimidin-2-yl)-2-((tetrahydro-2H-pyran-4-yl)methyl)octahydro-cyclopenta[c]pyrrol-5-amine